8-(difluoromethoxy)-4,4-dimethyl-1-oxo-3H-isoquinoline-2-carboxylate FC(OC=1C=CC=C2C(CN(C(C12)=O)C(=O)[O-])(C)C)F